Ethyl 5-(6-chloro-7-fluoro-5-methoxy-1-methyl-1H-indol-2-yl)-4H-1,2,4-triazole-3-carboxylate ClC1=C(C=C2C=C(N(C2=C1F)C)C=1NC(=NN1)C(=O)OCC)OC